5-chloro-2-(3-(3-(ethoxymethyl)-5-fluoro-2,6-dioxo-1,2,3,6-tetrahydropyrimidine-1-carbonyl)benzoyloxy)pyridine-4-yl-2,6-bis(propionyloxy)isonicotinate ClC=1C(=CC(=NC1)OC(C1=CC(=CC=C1)C(=O)N1C(N(C=C(C1=O)F)COCC)=O)=O)OC(C1=CC(=NC(=C1)OC(CC)=O)OC(CC)=O)=O